4-(4-((1R,5S)-3-(4-aminopyrimidin-2-yl)-3,8-diazabicyclo[3.2.1]octan-8-yl)-2-(((S)-1-methylpyrrolidin-2-yl)methoxy)quinazolin-7-yl)naphthalen-2-ol NC1=NC(=NC=C1)N1C[C@H]2CC[C@@H](C1)N2C2=NC(=NC1=CC(=CC=C21)C2=CC(=CC1=CC=CC=C21)O)OC[C@H]2N(CCC2)C